ClC=1C=CC2=C(C(=CS2)CN2C(OC3(C2)CC(CCC3)CN3C(=NC2=C3C=C(C=C2)C#N)C(F)(F)F)=O)C1 1-({3-[(5-chloro-1-benzothien-3-yl)methyl]-2-oxo-1-oxa-3-azaspiro[4.5]dec-7-yl}methyl)-2-(trifluoromethyl)-1H-benzimidazole-6-carbonitrile